1-(13Z,16Z-docosadienoyl)-2-tetradecanoyl-glycero-3-phospho-(1'-sn-glycerol) CCCCCCCCCCCCCC(=O)O[C@H](COC(=O)CCCCCCCCCCC/C=C\C/C=C\CCCCC)COP(=O)(O)OC[C@H](CO)O